1-(2,3-dihydro-1H-isoindol-5-ylmethyl)-N-{[2-fluoro-3-methoxy-6-(4-methyl-1,2,3-triazol-1-yl)phenyl]methyl}-3-(methoxymethyl)pyrazole-4-carboxamide C1NCC2=CC(=CC=C12)CN1N=C(C(=C1)C(=O)NCC1=C(C(=CC=C1N1N=NC(=C1)C)OC)F)COC